N-(2-(5-(((3R,4S,SR)-3,4-dihydroxy-5-methoxy-6,6-dimethyltetrahydro-2H-pyran-2-yl)oxy)-2'-methoxy-[1,1'-biphenyl]-2-yl)ethyl)acetamide O[C@H]1[C@H](OC(C([C@H]1O)OC)(C)C)OC=1C=CC(=C(C1)C1=C(C=CC=C1)OC)CCNC(C)=O |&1:2|